FC(C(C(C(F)F)F)(F)F)(F)F 1,1,1,2,2,3,4,4-octafluorobutane